3,6-difluoro-2-((3-methyl-4-oxo-3,4-dihydroquinazolin-6-yl)oxy)benzonitrile FC=1C(=C(C#N)C(=CC1)F)OC=1C=C2C(N(C=NC2=CC1)C)=O